Triethyl methanetricarboxylate C(C(=O)OCC)(C(=O)OCC)C(=O)OCC